COC=1C=C(C=CC1)C12C(OCC(N1)=O)CCCC2 4a-(3-Methoxyphenyl)hexahydro-2H-benzo[b][1,4]oxazin-3(4H)-one